O=C1NC(CCC1N1C(C2=CC=C(C=C2C1=O)NC1CCN(CC1)C(=O)OC(C)(C)C)=O)=O tert-butyl 4-[[2-(2,6-dioxo-3-piperidyl)-1,3-dioxo-isoindolin-5-yl]amino]piperidine-1-carboxylate